6,8-dichloro-3-thiomorpholinylsulfonyl-quinolin-4-ol ClC=1C=C2C(=C(C=NC2=C(C1)Cl)S(=O)(=O)N1CCSCC1)O